C1(=CC=C(C=C1)SCC=O)C 2-(p-tolylthio)-ethanone